methyl 4-[(1S)-1-(thieno[2,3-d]pyrimidin-4-ylamino)ethyl]benzoate N1=CN=C(C2=C1SC=C2)N[C@@H](C)C2=CC=C(C(=O)OC)C=C2